(R)-4-(4-acryloyl-6,6-dimethylmorpholin-3-yl)-6-chloro-N-methyl-[2,4'-bipyridine]-2'-carboxamide C(C=C)(=O)N1[C@@H](COC(C1)(C)C)C1=CC(=NC(=C1)Cl)C1=CC(=NC=C1)C(=O)NC